ClC1=CC=C(C(=O)O[C@@H]2[C@H](O[C@H]([C@]2(C)F)N2C3=NC(=NC(=C3N=C2)NC)N)COC(C2=CC=C(C=C2)Cl)=O)C=C1 (2R,3R,4R,5R)-5-(2-amino-6-(methylamino)-9H-purin-9-yl)-2-(((4-chlorobenzoyl) oxy) methyl)-4-fluoro-4-methyltetrahydrofuran-3-yl 4-chlorobenzoate